C(N)(=O)C1=C(N=C(N=N1)N1C[C@@H](CCC1)N1C(N(CC1)C)=O)NC1=CC(=C(C=C1)N1CCN(CC1)CC1CN(CC1)C(=O)OC(C)(C)C)F Tert-butyl 3-((4-(4-((6-carbamoyl-3-((R)-3-(3-methyl-2-oxoimidazolin-1-yl)piperidin-1-yl)-1,2,4-triazin-5-yl)amino)-2-fluorophenyl)piperazin-1-yl)methyl)pyrrolidin-1-carboxylate